5-(3-ethoxy-3-oxopropyl)-1H-pyrrole-2-carboxylic acid ethyl ester C(C)OC(=O)C=1NC(=CC1)CCC(=O)OCC